C1N(CC12CNC2)C=2C=C1C(N(C(C1=CC2)=O)C2C(NC(CC2)=O)=O)=O 5-(2,6-diazaspiro[3.3]heptan-2-yl)-2-(2,6-dioxo-3-piperidyl)isoindoline-1,3-dione